3-ETHYLSULFINYLPHENYLBORONIC ACID C(C)S(=O)C=1C=C(C=CC1)B(O)O